rac-tert-Butyl 4-[(5-fluoro-3-pyridyl)methyl]-4-[5-(1-piperidylmethyl)-5,6-dihydro-1,4,2-dioxazin-3-yl]piperidine-1-carboxylate FC=1C=C(C=NC1)CC1(CCN(CC1)C(=O)OC(C)(C)C)C1=NOC[C@H](O1)CN1CCCCC1 |r|